n-butylbenzylamine hexafluorophosphate F[P-](F)(F)(F)(F)F.C(CCC)NCC1=CC=CC=C1